4,4'-bis(triazine-2-ylamino)stilbene-2,2'-disulphonic acid N1N(N=CC=C1)NC=1C=C(C(=CC1)C=CC=1C(=CC(=CC1)NN1NC=CC=N1)S(=O)(=O)O)S(=O)(=O)O